(rac-(5s,7s)-7-fluoro-5-phenyl-6,7-dihydro-5H-pyrrolo[1,2-b][1,2,4]triazol-2-yl)-[rac-(1s,2s)-2-fluorocyclopropyl]methanone F[C@H]1C[C@H](N2N=C(N=C21)C(=O)[C@H]2[C@H](C2)F)C2=CC=CC=C2 |r|